Vinyl-benzol C(=C)C1=CC=CC=C1